[N+](=O)([O-])C=1C=C(C(C(=O)OC)=CC1)C(=O)OC Dimethyl 4-nitrophthalate